ClC1=NC(=CC(=N1)C(=O)O)C(F)(F)F 2-chloro-6-(trifluoromethyl)pyrimidine-4-carboxylic acid